C(C1=CC=CC=C1)O[C@@H]1[C@H](O[C@@H]([C@@H]1OCC1=CC=CC=C1)OC)COCC1=CC=CC=C1 (2R,3R,4R,5S)-3,4-bis(benzyloxy)-2-((benzyloxy)methyl)-5-methoxytetrahydrofuran